N-[[2-(1-piperidinyl)-4-pyridinyl]methyl]-1-(p-tolyl)methylamine N1(CCCCC1)C1=NC=CC(=C1)CNCC1=CC=C(C=C1)C